CC=1CC=C(C(C)C)CC1 GAMMA-TERPINENE